C1(CC1)C=1C(=NC(=NC1N1CC(CCC1)S(=O)(=O)C)SC)N(C1=NN(C(=C1)C)C1OCCCC1)CC1=CC=C(C=C1)OC 5-cyclopropyl-N-(4-methoxybenzyl)-N-(5-methyl-1-(tetrahydro-2H-pyran-2-yl)-1H-pyrazol-3-yl)-6-(3-(methylsulfonyl)piperidin-1-yl)-2-(methylthio)pyrimidin-4-amine